FC=1C(=C(C=CC1)C1CCN(CC1)C(=O)C1=NNC2=C1CN(CC2)C(=O)NC)C(F)(F)F 3-(4-(3-fluoro-2-(trifluoromethyl)-phenyl)piperidine-1-carbonyl)-N-methyl-1,4,6,7-tetrahydro-5H-pyrazolo[4,3-c]pyridine-5-carboxamide